4-[3-(3,5-di-tert-butyl-4-hydroxyphenyl)propynyloxy]-2,2,6,6-tetramethylpiperidine C(C)(C)(C)C=1C=C(C=C(C1O)C(C)(C)C)CC#COC1CC(NC(C1)(C)C)(C)C